1-(2-(dimethylamino)ethyl)-N1-ethyl-N4-(4-(1-methyl-1H-indol-3-yl)-7H-pyrrolo[2,3-d]pyrimidin-2-yl)benzene-1,2,4-triamine CN(CCC1(C(C=C(C=C1)NC=1N=C(C2=C(N1)NC=C2)C2=CN(C1=CC=CC=C21)C)N)NCC)C